(2S)-2-(9H-fluoren-9-yl-methoxycarbonyl-amino)-4-[4-(trifluoromethyl)phenyl]butanoic acid C1=CC=CC=2C3=CC=CC=C3C(C12)N([C@H](C(=O)O)CCC1=CC=C(C=C1)C(F)(F)F)C(=O)OC